C(CCC)S(=O)(=O)NC(C(=O)O)CCCCCCCCCCCCCC (butylsulfonamido)hexadecanoic acid